hydroxy-3,5-bis(3,4,5-trihydroxybenzoyloxy)cyclohexane OC1CC(CC(C1)OC(C1=CC(=C(C(=C1)O)O)O)=O)OC(C1=CC(=C(C(=C1)O)O)O)=O